C(CCCCCC)OC1=C(COS2C(=CC=C2)C(=O)NC=2C=NC=CC2)C=CC=C1 1-(2-(heptyloxy)benzyloxy)-N-(pyridin-3-yl)thiophene-2-carboxamide